N1=CC=C(C=C1)OC1CC(C1)CO ((1s,3s)-3-(pyridin-4-yloxy)cyclobutyl)methanol